C1(CCCC1)C(=O)O cyclopentanoic acid